(5-(3-((4-(hydroxymethyl)-1H-indol-5-yl)oxy)phenyl)-4H-1,2,4-triazol-3-yl)(thiazol-5-yl)methanol OCC1=C2C=CNC2=CC=C1OC=1C=C(C=CC1)C=1NC(=NN1)C(O)C1=CN=CS1